trans-4-(((trans-4-(6-Cyano-5-methoxypyridin-2-yl)cyclohexyl)methyl)(3-(2-cyclopropylthiazol-5-yl)phenyl)carbamoyl)cyclohexyl methylcarbamate CNC(O[C@@H]1CC[C@H](CC1)C(N(C1=CC(=CC=C1)C1=CN=C(S1)C1CC1)C[C@@H]1CC[C@H](CC1)C1=NC(=C(C=C1)OC)C#N)=O)=O